C(C)(C)(C)OC(=O)N(C([O-])=O)C1=NC(=CC=C1)CN1C(C=2N(C=3N=C(SC3C2C=N1)S(=O)(=O)C)C)=O [(tert-butoxy)carbonyl]-N-[6-({4-methanesulfonyl-7-methyl-9-oxo-3-thia-5,7,10,11-tetraazatricyclo[6.4.0.0{2,6}]dodeca-1(8),2(6),4,11-tetraen-10-yl}methyl)pyridin-2-yl]carbamate